BrCC1=C(C=C(C(=C1)F)[N+](=O)[O-])Cl 1-(bromomethyl)-2-chloro-5-fluoro-4-nitrobenzene